(R)-2-(2,5-difluorophenyl)pyrrolidin FC1=C(C=C(C=C1)F)[C@@H]1NCCC1